(8R,9R)-9-(2,4-difluorophenyl)-5-fluoro-8-methyl-2,7,8,9-tetrahydro-3H-pyrido[4,3,2-de]phthalazin-3-one FC1=C(C=CC(=C1)F)[C@@H]1[C@H](NC=2C=3C1=NNC(C3C=C(C2)F)=O)C